Benzyl ((1-(2-chloroacetyl)azepan-3-yl)methyl)carbamate ClCC(=O)N1CC(CCCC1)CNC(OCC1=CC=CC=C1)=O